4-fluoro-1-(5-(4-fluorophenoxy)pyrimidin-2-yl)-N-(3-methylquinuclidin-3-yl)piperidine-4-carboxamide FC1(CCN(CC1)C1=NC=C(C=N1)OC1=CC=C(C=C1)F)C(=O)NC1(CN2CCC1CC2)C